BrC1=CN=C(N=N1)N1CC(CC1)NC1(CCC1)C 1-(6-bromo-1,2,4-triazin-3-yl)-N-(1-methylcyclobutyl)pyrrolidin-3-amine